2-acetyl-cyclopentane-1,3-dione C(C)(=O)C1C(CCC1=O)=O